O(Cl)Cl.[Bi+3] bismuth(III) oxychloride